(1S,3S,4S)-N-((S)-1-cyano-2-((S)-2-oxopiperidin-3-yl)ethyl)-2-(2,7-dichloro-9-hydroxy-9H-fluorene-9-carbonyl)-5,5-difluoro-2-azabicyclo[2.2.2]octane-3-carboxamide C(#N)[C@H](C[C@H]1C(NCCC1)=O)NC(=O)[C@H]1N([C@@H]2CC([C@H]1CC2)(F)F)C(=O)C2(C1=CC(=CC=C1C=1C=CC(=CC21)Cl)Cl)O